3-chloro-8-((1-methyl-1H-pyrazol-4-yl)methoxy)-5-(prop-1-en-2-yl)isoquinoline ClC=1N=CC2=C(C=CC(=C2C1)C(=C)C)OCC=1C=NN(C1)C